N',N'-dimethyl-1,3-propanediamine CN(CCCN)C